tert-Butyl (4-(2-((3-chloro-4-(trifluoromethoxy)benzyl)amino)ethoxy)butyl)carbamate ClC=1C=C(CNCCOCCCCNC(OC(C)(C)C)=O)C=CC1OC(F)(F)F